C(C1=CC=CC=C1)(=O)ON(C(C)C=1C2=C(C=C3CCCOC13)C(C(=C(O2)C2=CC=C(C=C2)F)C)=O)C methyl-((1-(8-(4-fluorophenyl)-7-methyl-6-oxo-3,4-dihydro-2H,6H-pyrano[3,2-g]chromen-10-yl) ethyl) amino) benzoate